CC1=C(C(=O)O)C=C(C(=C1OC)O)OC methyl-3,5-dimethoxy-4-hydroxybenzoic acid